F[P-](F)(F)(F)(F)F.N1=NN(C2=NC=CC=C21)O[P+](N2CCCC2)(N2CCCC2)N2CCCC2 (3H-1,2,3-triazolo[4,5-b]pyridine-3-oxy)tri-1-pyrrolidinyl-phosphorus hexafluorophosphate